(S)-2-(1-(tert-butyldimethylsilyloxy)but-3-en-2-yl)isoindoline-1,3-dione [Si](C)(C)(C(C)(C)C)OC[C@H](C=C)N1C(C2=CC=CC=C2C1=O)=O